((S)-1-(2-((S)-2-cyanopyrrolidin-1-yl)-2-oxoethyl)pyrrolidin-3-yl)-6-fluorobenzofuran-3-carboxamide C(#N)[C@H]1N(CCC1)C(CN1C[C@H](CC1)C=1OC2=C(C1C(=O)N)C=CC(=C2)F)=O